FC=1C=C(CNC(=O)NC2CC3(CC3)C2)C=C(C1)C(F)(F)F 1-(3-fluoro-5-trifluoromethyl-benzyl)-3-spiro[2.3]hex-5-yl-urea